(2S)-2-[(2S,3S)-2-[(2S)-3-(4-hydroxyphenyl)-2-{[(3R)-morpholin-3-yl]formamido}propanamido]-3-methylpentanamido]-5,5-dimethylhexanoic acid OC1=CC=C(C=C1)C[C@@H](C(=O)N[C@H](C(=O)N[C@H](C(=O)O)CCC(C)(C)C)[C@H](CC)C)NC(=O)[C@@H]1NCCOC1